(1R,3S,5R)-2-(2-(3-acetyl-5-(2-((dimethylamino)-methyl)pyrimidin-5-yl)-1H-indazol-1-yl)acetyl)-N-(6-bromo-3-methylpyridin-2-yl)-5-methyl-2-azabicyclo[3.1.0]hexane-3-carboxamide C(C)(=O)C1=NN(C2=CC=C(C=C12)C=1C=NC(=NC1)CN(C)C)CC(=O)N1[C@@H]2C[C@@]2(C[C@H]1C(=O)NC1=NC(=CC=C1C)Br)C